1,3-thiazoline S1C=NCC1